C(CCCCCCCC)C1=CC=C(C=C1)OC1=CC=C(C=C1)CCCCCCCCC Mono(p-nonylphenyl) Ether